NC1=CC=C(CN2CCN(CC2)C(C)=O)C=C1 (4-(4-aminobenzyl)piperazin-1-yl)ethanone